C1CC12NCC(CC2)NC2=NC=C(C(=N2)C2=CNC=1C(N(C=CC12)C=1C=NN(C1)C)=O)C(F)(F)F 3-[2-({4-azaspiro[2.5]octan-6-yl}amino)-5-(trifluoromethyl)pyrimidin-4-yl]-6-(1-methyl-1H-pyrazol-4-yl)-1H,6H,7H-pyrrolo[2,3-c]pyridin-7-one